NC1=C(C(=NN1C(C)C)C1=CC=C(C=C1)C(C(=O)NC1=CC(=NO1)CC(C)(C)C)C)C#N 2-[4-(5-amino-4-cyano-1-isopropylpyrazol-3-yl)phenyl]-N-[3-(2,2-dimethylpropyl)-1,2-oxazol-5-yl]propanamide